C(#N)C1=CC=C(C=C1)C1=CC(=CC=2N1N=CN2)NC(C2=CC=CC=C2)=O N-[5-(4-cyanophenyl)-[1,2,4]triazolo[1,5-a]pyridin-7-yl]benzamide